C1(=CC=CC=2SC3=CC=CC=C3SC12)C1=C(C=C(C(=C1)OCCOC1=C(C2=CC=CC=C2C=C1)C1=C(C=CC2=CC=CC=C12)OCCO)C1=CC=CC=2SC3=CC=CC=C3SC12)OCCOC1=C(C2=CC=CC=C2C=C1)C1=C(C=CC2=CC=CC=C12)OCCO 2,2'-{[2,5-di(thianthren-1-yl)-1,4-phenylene]bis(oxyethane-2,1-diyloxy[1,1'-binaphthalene]-2',2-diyloxy)}di(ethan-1-ol)